(fluoro(2-(((3S,6S,9aS)-3-(3-(4-fluoro-1-methyl-1H-pyrazol-3-yl)azetidine-1-carbonyl)-5-oxooctahydro-1H-pyrrolo[1,2-a]azepin-6-yl)carbamoyl)benzo[b]thiophen-5-yl)methyl)phosphonic acid FC(C1=CC2=C(SC(=C2)C(N[C@H]2CCC[C@@H]3N(C2=O)[C@@H](CC3)C(=O)N3CC(C3)C3=NN(C=C3F)C)=O)C=C1)P(O)(O)=O